tert-butyl 4-((2-iodo-1-(2,2,2-trifluoroethyl)-1H-indol-4-yl)amino)-3-methylpiperidine-1-carboxylate IC=1N(C2=CC=CC(=C2C1)NC1C(CN(CC1)C(=O)OC(C)(C)C)C)CC(F)(F)F